C(C)(C)(C)OC(=O)N1C(C[C@@H](C1)C1=C(C(=CC=C1F)F)F)C(CC(C(=O)OCC)C(=O)OCC)=O Diethyl 2-(2-((4R)-1-(tert-butoxycarbonyl)-4-(2,3,6-trifluorophenyl)pyrrolidin-2-yl)-2-oxoethyl)malonate